C(C)C(CC(C(=O)O)(CCCCCCCC(=O)O)CC(CCCC)CC)CCCC.[C@@H]1(CC[C@@H](CO)O1)N1C(=O)N=C(N)C=C1 2',3'-dideoxycytidine di-(2-ethylhexyl)sebacate